2,2'-oxydiacetate O(CC(=O)[O-])CC(=O)[O-]